3-methyl-but-1-yne CC(C#C)C